(1RS,4RS,5SR)-5-hydroxy-2-azabicyclo[2.2.2]octane-2-carboxylic acid tert-butyl ester C(C)(C)(C)OC(=O)N1[C@H]2C[C@@H]([C@@H](C1)CC2)O |r|